NC1=CC=C(C=C1)N1C2=CC=CC=C2C=2C=C(C=CC12)C=1C=CC=2N(C3=CC=CC=C3C2C1)C1=CC=C(C=C1)N 9,9'-bis(4-aminophenyl)-3,3'-bicarbazole